4-[7-(2-Cyano-1-hydroxy-ethyl)imidazo[1,2-a]pyridin-3-yl]-N-cyclopropyl-2-(difluoromethoxy)-6-methoxy-benzamide C(#N)CC(O)C1=CC=2N(C=C1)C(=CN2)C2=CC(=C(C(=O)NC1CC1)C(=C2)OC)OC(F)F